O=S1(C2=C(OC3(COC3)CN1CC=1C=C(C=CC1C)[C@H](CC(=O)O)C1=C(C=3N(C=C1)C(=NN3)C(F)(F)F)C)C=CC=C2)=O (S)-3-(3-((1,1-Dioxidospiro[benzo[b][1,4,5]oxathiazepine-4,3'-oxetan]-2(3H)-yl)methyl)-4-methylphenyl)-3-(8-methyl-3-(trifluoromethyl)-[1,2,4]triazolo[4,3-a]pyridin-7-yl)propanoic acid